3-(3-(4-fluorophenyl)acryloyl)oxazolidin-2-one FC1=CC=C(C=C1)C=CC(=O)N1C(OCC1)=O